2,5-dimethyl-p-dihydrobenzoquinone CC=1C(C=C(C(C1)=O)C)=O